N-ethyl-5-fluoro-2-((5-(2-(1-((2-hydroxyethyl)amino)-4-methylpentan-3-yl)-2,6-diazaspiro[3.4]octan-6-yl)-1,2,4-triazin-6-yl)oxy)-N-isopropylbenzamide C(C)N(C(C1=C(C=CC(=C1)F)OC1=C(N=CN=N1)N1CC2(CN(C2)C(CCNCCO)C(C)C)CC1)=O)C(C)C